rel-(1R,3R,4S,5R)-4-(3,4-difluoro-2-methoxyphenyl)-5-methyl-N-(2-(N-methylaminosulfonyl)pyridin-4-yl)-1-(trifluoromethyl)-2-oxabicyclo[3.2.0]heptane-3-carboxamide FC=1C(=C(C=CC1F)[C@H]1[C@@H](O[C@@]2(CC[C@]12C)C(F)(F)F)C(=O)NC1=CC(=NC=C1)S(=O)(=O)NC)OC |o1:8,9,11,14|